tert.-Butyl-4-Hydroxybenzoat C(C)(C)(C)OC(C1=CC=C(C=C1)O)=O